C(C)(C)N1N=C(C=C1[C@@H]1C[C@@H](CCC1)N1CCC2(CS(C2)(=O)=O)CC1)C(F)(F)F 7-((1R,3S)-3-(1-isopropyl-3-(trifluoromethyl)-1H-pyrazol-5-yl)cyclohexyl)-2-thia-7-azaspiro[3.5]nonane 2,2-dioxide